C1(=C(C=CC=C1)C=1OCCN1)C=1OCCN1 1,2-phenylene-bis-oxazoline